ClCC(=O)NCCOCCOCC(=O)O 2-(2-(2-(2-chloroacetamido)ethoxy)ethoxy)acetic acid